C(C)(C)(C)OC(=O)N(CCC1=NC(=CC=C1[N+](=O)[O-])OC)CC1=C(C=CC=C1Cl)NC1=C(C(=O)OC)C=C(C(=C1)C(F)(F)F)F methyl 2-((2-(((tert-butoxycarbonyl) (2-(6-methoxy-3-nitropyridin-2-yl) ethyl)-amino) methyl)-3-chlorophenyl) amino)-5-fluoro-4-(trifluoromethyl)-benzoate